C(=O)(O)C1NC2CCCCC2C1 2-carboxyoctahydroindole